ClC1=NC=CC=C1CCO 2-(2-chloropyridin-3-yl)ethan-1-ol